FC1=C(C=CC(=C1)F)CCC 3-(2,4-difluorophenyl)propan